5-fluoro-4-((3aS,7aR)-7a-fluoro-1-oxooctahydro-2H-pyrrolo[3,4-c]Pyridin-2-yl)-2-methylbenzoic acid FC=1C(=CC(=C(C(=O)O)C1)C)N1C[C@@H]2CNCC[C@@]2(C1=O)F